Cl.Cl.N[C@]1([C@@H](CC[C@H](C1)CCB(O)O)CNC([C@H](C1CCCC1)N)=O)C(=O)O (1R,2S,5R)-1-Amino-2-(((S)-2-amino-2-cyclopentylacetamido)methyl)-5-(2-boronoethyl)cyclohexane-1-carboxylic acid dihydrochloride